(S)-4-(3-amino-2-(dimethylamino)propyl)-3,5-difluorophenol NC[C@H](CC1=C(C=C(C=C1F)O)F)N(C)C